2-(2-((5-(3-(aminomethyl)-5-hydroxyphenyl)-1-isopropyl-1H-indazol-3-yl)methoxy)phenyl)acetic acid NCC=1C=C(C=C(C1)O)C=1C=C2C(=NN(C2=CC1)C(C)C)COC1=C(C=CC=C1)CC(=O)O